1-methyl-3-phenyl-1H-imidazo[4,5-b]pyrazin-1-ium iodide [I-].C[NH+]1CN(C=2C1=NC=CN2)C2=CC=CC=C2